CN(CCN(C1=C(C=C(C(=C1)OC)NC1=NC=NC(=C1)N1OCCC1C=1C=C(C=CC1)C1=CC(=CC=C1)F)NC(C=C)=O)C)C N-(2-((2-(dimeth-ylamino)ethyl)-(methyl)amino)-5-((6-(3-(3'-fluoro-[1,1'-biphenyl]-3-yl)isoxazolidin-2-yl)pyrimidin-4-yl)-amino)-4-methoxy-phenyl)acrylamide